N-[2-[[4-(4-pyridyl)piperazin-1-yl]methyl]-1H-indol-5-yl]benzamide N1=CC=C(C=C1)N1CCN(CC1)CC=1NC2=CC=C(C=C2C1)NC(C1=CC=CC=C1)=O